benzyl ((7-(4-methylthiazol-2-yl)-3-(5-((2-(trifluoromethyl)pyridin-3-yl)thio)-1H-imidazo[4,5-b]pyrazin-2-yl)-3-azabicyclo[4.1.0]heptan-7-yl)methyl)carbamate CC=1N=C(SC1)C1(C2CCN(CC12)C1=NC=2C(=NC=C(N2)SC=2C(=NC=CC2)C(F)(F)F)N1)CNC(OCC1=CC=CC=C1)=O